C1(CC1)COC=1C=CC(=C(C1)CNC(=O)C=1C(=NC=C(C1)C=1C=CC=2N(N1)C=C(N2)NC(COC)=O)OC)F N-{[5-(cyclopropylmethoxy)-2-fluorophenyl]methyl}-2-methoxy-5-[2-(2-methoxyacetamido)imidazo[1,2-b]pyridazin-6-yl]pyridine-3-carboxamide